4-(Azetidin-1-yl)-5-bromo-2-cyclobutanoxy-6-methylpyrimidine N1(CCC1)C1=NC(=NC(=C1Br)C)OC1CCC1